FC(S(=O)(=O)OC1=NC(=C(C2=C1C=CS2)C2=C(C=C(C=C2OCCOC)F)F)C2=NN1C(CN([C@@H]([C@@H]1C)C)C(C=C)=O)=C2)(F)F [7-[2,4-difluoro-6-(2-methoxyethoxy)phenyl]-6-[(6R,7S)-6,7-dimethyl-5-prop-2-enoyl-6,7-dihydro-4H-pyrazolo[1,5-a]pyrazin-2-yl]thieno[3,2-c]pyridin-4-yl] trifluoromethanesulfonate